FC(C1=CC=C(C=N1)C1=C(C(=O)N)C=CC=C1)(F)F 6-(trifluoromethyl)pyridine-3-ylbenzamide